OC(C(=O)SCCNC(CCNC([C@@H](C(COP(OP(OC[C@@H]1[C@H]([C@H]([C@@H](O1)N1C=NC=2C(N)=NC=NC12)O)OP(=O)(O)O)(=O)O)(=O)O)(C)C)O)=O)=O)CC 2-hydroxybutyryl-CoA